ClC1=CC=C(C=C1)C=1N=C2N(C=CC=N2)C1CN1CC2(CCC(C1)N2)C=O (3-{[2-(4-chlorophenyl)imidazo[1,2-a]pyrimidin-3-yl]methyl}-3,8-diazabicyclo[3.2.1]oct-yl)methanone